N-[4-[2-chloro-3-(4-methylpiperazin-1-yl)phenoxy]-5-ethyl-6-(3-isopentyloxy-2,6-dimethyl-phenyl)pyrimidin-2-yl]-1-methyl-pyrazole-4-sulfonamide ClC1=C(OC2=NC(=NC(=C2CC)C2=C(C(=CC=C2C)OCCC(C)C)C)NS(=O)(=O)C=2C=NN(C2)C)C=CC=C1N1CCN(CC1)C